(S)-6-(cyclopropanecarboxamido)-4-((4-methoxy-1-methyl-5-(2,2,2-trifluoro-1-hydroxyethyl)-1H-indazol-3-yl)amino)-N-(methyl-d3)nicotinamide C1(CC1)C(=O)NC1=NC=C(C(=O)NC([2H])([2H])[2H])C(=C1)NC1=NN(C2=CC=C(C(=C12)OC)[C@@H](C(F)(F)F)O)C